CC1=C(C(=O)NCC2=NC3=CC=CC=C3N=C2)C=C(C=C1)NC(=O)N 2-methyl-N-(quinoxalin-2-ylmethyl)-5-ureidobenzamide